1-(2-methyl-4-nitro-5-(2,2,2-trifluoroethoxy)phenyl)piperidine CC1=C(C=C(C(=C1)[N+](=O)[O-])OCC(F)(F)F)N1CCCCC1